O=CCCCCCCCCCC(=O)O 11-oxoundecanoic acid